(2R,3R,4R,5S)-2,3,4,5,6-pentahydroxyhexanal O[C@@H](C=O)[C@@H]([C@@H]([C@H](CO)O)O)O